bis(ethylmethylamino)diethylsilane C(C)N(C)[Si](CC)(CC)N(CC)C